NC12CCC(CC1)(CC2)N2C(=C(C1=C2N=CN=C1N)C=1C=NC2=CC=CC=C2C1)C#C 7-(4-aminobicyclo[2.2.2]octan-1-yl)-6-ethynyl-5-(quinolin-3-yl)-7H-pyrrolo[2,3-d]pyrimidin-4-amine